methyl (2R,4R)-1-[5-[(aminoiminomethyl) amino]-1-oxo-2-[[(1,2,3,4-tetrahydro-3-methyl-8-quinolinyl) sulfonyl] amino] pentyl]-4-methyl-2-piperidinecarboxylate NN=CNCCCC(C(=O)N1[C@H](C[C@@H](CC1)C)C(=O)OC)NS(=O)(=O)C=1C=CC=C2CC(CNC12)C